α-isopropylstyrene C(C)(C)C(=C)C1=CC=CC=C1